tert-butyl N-(7-{[1-(6-cyanopyridin-3-yl)-N-[2-(trifluoromethyl)pyridin-3-yl]formamido]methyl}-1H,3H-furo[3,4-c]quinolin-4-yl)carbamate C(#N)C1=CC=C(C=N1)C(=O)N(C=1C(=NC=CC1)C(F)(F)F)CC=1C=CC=2C3=C(C(=NC2C1)NC(OC(C)(C)C)=O)COC3